C(C)(C)(C)C1=C(C=CC(=C1)C(N=C1NCCN1)=O)NC1=NC=CC(=C1)C(=O)NCCC(C)C 2-[(2-tert-butyl-4-{[(2E)-imidazolidin-2-ylidene]carbamoyl}phenyl)amino]-N-(3-methylbutyl)pyridine-4-carboxamide